2-cyclopropyl-7-(dimethylamino)-4-[3-(2-fluorophenoxymethyl)phenyl]-[1,3]thiazolo[4,5-d]pyrimidin-5-one C1(CC1)C=1SC2=C(N(C(N=C2N(C)C)=O)C2=CC(=CC=C2)COC2=C(C=CC=C2)F)N1